2-methylsulfanyl-pyrimidin-5-ol CSC1=NC=C(C=N1)O